tert-butyl N-(2,3-dimethyl-6,7-dihydro-5H-thieno[3,2-b]pyran-6-yl)-N-methyl-carbamate CC1=C(C=2OCC(CC2S1)N(C(OC(C)(C)C)=O)C)C